(E)-2-cyano-N-(2,3-dihydroxypropyl)-3-(6-(piperidin-1-yl)naphthalen-2-yl)acrylamide C(#N)/C(/C(=O)NCC(CO)O)=C\C1=CC2=CC=C(C=C2C=C1)N1CCCCC1